ClC1=C(C=C(C=C1)C1=NN(C(=N1)CC(=O)N[C@H]1CCC2=CC=CC=C12)CC1CC1)F 2-[3-(4-Chloro-3-fluorophenyl)-1-(cyclopropylmethyl)-1H-1,2,4-triazol-5-yl]-N-[(1S)-2,3-dihydro-1H-inden-1-yl]acetamid